C(#N)N1C[C@@H](C[C@H]1COC)NC(=O)C=1OC(=NN1)C1=CC(=CC=C1)C(F)(F)F N-((3R,5S)-1-Cyano-5-(methoxymethyl)pyrrolidin-3-yl)-5-(3-(trifluoromethyl)phenyl)-1,3,4-oxadiazole-2-carboxamide